C(C1=CC(=C(N)C=C1)Cl)C1=CC(=C(N)C=C1)Cl 4,4'-Methylene-bis-(2-chloroaniline)